6-[8-(difluoromethyl)-2-methyl-imidazo[1,2-b]pyridazin-6-yl]-4-fluoro-2-(1-methyl-4-piperidyl)benzotriazole FC(C=1C=2N(N=C(C1)C=1C=C(C=3C(=NN(N3)C3CCN(CC3)C)C1)F)C=C(N2)C)F